4-hydroxy-4'-chlorobenzophenone OC1=CC=C(C(=O)C2=CC=C(C=C2)Cl)C=C1